ClC=1C=C(C=CC1)N1CC2(CC1)CCN(CC2)C2=C(C(N(C1=CC(=CC=C21)N2CCN(CC2)C)C)=O)C#N 4-[2-(3-chlorophenyl)-2,8-diazaspiro[4.5]decan-8-yl]-1-methyl-7-(4-methylpiperazin-1-yl)-2-oxo-1,2-dihydroquinoline-3-carbonitrile